BrC1=CC=C(COC2=C(C3=CC=CC=C3C=C2)CC2N(CCC(C2)N)C)C=C1 ((2-(4-bromobenzyloxy)naphthalen-1-yl)methyl)-1-methylpiperidin-4-amine